2-((R)-1-(tert-butoxycarbonyl)pyrrolidin-3-yl)-1-methyl-2H-indazole C(C)(C)(C)OC(=O)N1C[C@@H](CC1)N1N(C2=CC=CC=C2C1)C